C(N)(=O)C=1C=C(C=CC1F)NC(=O)[C@@H]1O[C@]([C@H]([C@H]1C1=C(C=C(C=C1)F)OC(F)F)C)(C(F)(F)F)C |o1:13,15,16,17| rel-(2R,3S,4S,5R)-N-(3-carbamoyl-4-fluoro-phenyl)-3-[2-(difluoromethoxy)-4-fluorophenyl]-4,5-dimethyl-5-(trifluoromethyl)tetrahydrofuran-2-carboxamide